N-hydroxy(methyl)acrylamide ONC(C(=C)C)=O